C(C)(C)(C)OC(=O)N1CC(C1)(C)NC1=CC(=C(C=C1)C1=CN=C(S1)[C@@H]1CC[C@H](CC1)NC(=O)OC(C)C)S(NCC)(=O)=O trans-3-[3-(ethylsulfamoyl)-4-[2-[4-(isopropoxycarbonyl-amino)cyclohexyl]thiazol-5-yl]anilino]-3-methyl-azetidine-1-carboxylic acid tert-butyl ester